4-((((1r,3r,5s)-8-azabicyclo[3.2.1]oct-3-yl)oxy)methyl)-5-cyclopropyl-3-(2-(trifluoromethoxy)phenyl)isoxazole [C@H]12CC(C[C@H](CC1)N2)OCC=2C(=NOC2C2CC2)C2=C(C=CC=C2)OC(F)(F)F